CC(=CCNC1=NC=C2N=CN(C2=N1)[C@H]1[C@H](O)[C@@H](O)[C@H](O)[C@H](O1)CO)C (3,3-dimethylallylamino)-9-β-D-glucopyranosylpurine